C(=O)O.FC1=C(C=CC(=C1F)OC1=NC=CC=N1)C1=CN=C2N1C=CN=C2NC2=CC(=C(C(=O)NCCCNC(=O)C1CCN(CC1)CC1CNCC1)C=C2)CC N-(3-(4-((3-(2,3-difluoro-4-(pyrimidin-2-yloxy)phenyl)imidazo[1,2-a]pyrazin-8-yl)amino)-2-ethylbenzamido)propyl)-1-(pyrrolidin-3-ylmethyl)piperidine-4-carboxamide formate